COC(=O)[C@@H]1[C@H]2[C@H]3C([C@]4([C@@H]5[C@H]([C@H]([C@H]([C@H]4C([C@]3([C@@H]([C@@H]1C(=O)OC)C2)CC)=O)C5)C(=O)OC)C(=O)OC)CC)=O (1R,2R,3S,4R,4aS,5S,6S,7R,8S,8aS,9aR,10aR)-tetramethyl-4a,8a-diethyl-9,10-dioxotetradecahydro-1,4:5,8-dimethanoanthracene-2,3,6,7-tetracarboxylate